(Z)-3-fluoro-N-(2-(2-((4-(4-methylpiperazin-1-yl)phenyl)amino)quinazolin-8-yl)pyridin-4-yl)but-2-enamide F\C(=C/C(=O)NC1=CC(=NC=C1)C=1C=CC=C2C=NC(=NC12)NC1=CC=C(C=C1)N1CCN(CC1)C)\C